BrC=1C=C(C=CC1)SC=1C(=NC=NC1)C(=O)O 5-[(3-Bromophenyl)thio]pyrimidine-4-carboxylic acid